ClC=1C(=C2C=NNC2=C(C1F)SC)C=1C=CC=2N(C1)C=C(N2)NC(=O)C2C(C2)F N-(6-(5-chloro-6-fluoro-7-(methylthio)-1H-indazol-4-yl)imidazo[1,2-a]pyridin-2-yl)-2-fluorocyclopropane-1-carboxamide